BrC1=C(C(=C(C(=O)OC)C=C1F)O)O Methyl 4-bromo-5-fluoro-2,3-dihydroxybenzoate